IC1=CC=C(C=C1)[Ni] (4-iodophenyl)nickel